CN1N=CC(=C1C(=O)O)C(F)(F)F 1-methyl-4-(trifluoromethyl)-1H-pyrazole-5-carboxylic acid